FC=1C(=C(C=CC1F)C1C(SC(C1)(C(F)(F)F)C)C(=O)NC=1C=C(C=C(C1)F)OB(O)O)OC (3-(3-(3,4-difluoro-2-methoxyphenyl)-5-methyl-5-(trifluoromethyl)tetrahydrothiophene-2-carboxamido)-5-fluorophenyl)boric acid